2-(2,3-Dichlorobenzyl)-4-(2,4-dichlorophenyl)-5-methylimidazole ClC1=C(CC=2NC(=C(N2)C2=C(C=C(C=C2)Cl)Cl)C)C=CC=C1Cl